FC1=C(C=CC(=C1)[N+](=O)[O-])N1N=C2C(=C1)CN(C2)C#N 2-(2-fluoro-4-nitrophenyl)-2,6-dihydropyrrolo[3,4-c]pyrazole-5(4H)-carbonitrile